Yttrium(III) antimonide [Y+3].[Sb]